(4-ACETYL-3,5-DIMETHYL-1H-PYRAZOL-1-YL)ACETIC ACID C(C)(=O)C=1C(=NN(C1C)CC(=O)O)C